N-vinyl-N-methyl-formamide C(=C)N(C=O)C